2-[(2S,4R)-2-(6-methoxy-2-pyridyl)tetrahydropyran-4-yl]-6,7-dimethyl-4-[3-(trifluoromethyl)-1-bicyclo[1.1.1]pentanyl]pteridine COC1=CC=CC(=N1)[C@H]1OCC[C@H](C1)C1=NC2=NC(=C(N=C2C(=N1)C12CC(C1)(C2)C(F)(F)F)C)C